[Si](C)(C)(C(C)(C)C)OCN1CCCCC1 (((tert-butyldimethylsilyl)oxy)methyl)piperidine